N-(2-ethyl-6-methylthiochroman-4-yl)-2-oxo-6-(trifluoromethyl)-1,2-dihydropyridine-3-carboxamide C(C)C1SC2=CC=C(C=C2C(C1)NC(=O)C=1C(NC(=CC1)C(F)(F)F)=O)C